N-[5-amino-2-[4-(oxazolidin-4-yl)-2-(trifluoromethyl)piperazin-1-yl]phenyl]carbamic acid tert-butyl ester C(C)(C)(C)OC(NC1=C(C=CC(=C1)N)N1C(CN(CC1)C1NCOC1)C(F)(F)F)=O